4,4'-[1,4-phenylenebis(1-methylethylidene)]bisaniline CC(C)(C1=CC=C(C=C1)C(C)(C)C2=CC=C(C=C2)N)C3=CC=C(C=C3)N